3-(8-Amino-2-(azetidine-1-carbonyl)-5-(3-fluoropyridin-4-yl)-[1,2,4]triazolo[1,5-a]pyrazin-6-yl)benzonitrile NC=1C=2N(C(=C(N1)C=1C=C(C#N)C=CC1)C1=C(C=NC=C1)F)N=C(N2)C(=O)N2CCC2